NC/C(/CN1N=C2C(C(N(CC2)C)=O)=C1)=C\F (E)-2-(2-(aminomethyl)-3-fluoroallyl)-5-methyl-2,5,6,7-tetrahydro-4H-pyrazolo[4,3-c]pyridin-4-one